2-(4-((5-(4-(dimethylamino)phenyl)pyridin-2-yl)oxy)piperidine-1-carbonyl)phenyl morpholine-4-carboxylate N1(CCOCC1)C(=O)OC1=C(C=CC=C1)C(=O)N1CCC(CC1)OC1=NC=C(C=C1)C1=CC=C(C=C1)N(C)C